ClC=1C=C(C(=NC1)C)N[C@@H](C)C1=CC=C(S1)C(=O)N[C@H](C(=O)NC1CC(C1)(F)F)CC1CCCC1 (2S)-2-({5-[(1S)-1-[(5-chloro-2-methylpyridin-3-yl)amino]ethyl]thiophen-2-yl}formamido)-3-cyclopentyl-N-(3,3-difluorocyclobutyl)propanamide